2-((4-(2-(2,4-Dichlorophenyl)-4-fluoro-2H-chromen-8-yl)piperidin-1-yl)methyl)-3-(((S)-oxetane-2-yl)methyl)-3H-imidazo[4,5-b]pyridine-5-carboxylic acid ClC1=C(C=CC(=C1)Cl)C1OC2=C(C=CC=C2C(=C1)F)C1CCN(CC1)CC1=NC=2C(=NC(=CC2)C(=O)O)N1C[C@H]1OCC1